2-(3,5-dimethoxy-4-hydroxyphenyl)ethanol tert-butyl-4-((4-(3-(2,6-dioxopiperidin-3-yl)-1-methyl-1H-indazol-6-yl)piperazin-1-yl)methyl)piperidine-1-carboxylate C(C)(C)(C)C1N(CCC(C1)CN1CCN(CC1)C1=CC=C2C(=NN(C2=C1)C)C1C(NC(CC1)=O)=O)C(=O)OCCC1=CC(=C(C(=C1)OC)O)OC